CC(=CCC/C(=C/CC1=C2C(=C(C=C1O)O)C(=O)C=C(O2)C3=CC=CC=C3)/C)C The molecule is a dihydroxyflavone that is chrysin substituted by a geranyl group at position 8. It is a 7-hydroxyflavonol and a dihydroxyflavone. It derives from a chrysin.